trans-4-((3-(((4-(Aminomethyl)pyridin-2-yl)oxy)methyl)-5-cyclohexylpiperidin-1-yl)sulfonyl)thiomorpholine 1,1-dioxide 2,2,2-trifluoroacetate FC(C(=O)O)(F)F.NCC1=CC(=NC=C1)OC[C@@H]1CN(C[C@H](C1)C1CCCCC1)S(=O)(=O)N1CCS(CC1)(=O)=O